(+/-)-trans-3-((2-(5-fluoro-1H-pyrrolo[2,3-b]pyridin-3-yl)-6-(thiophen-2-yl)pyrimidin-4-yl)amino)bicyclo[2.2.2]octane-2-carboxylic acid FC=1C=C2C(=NC1)NC=C2C2=NC(=CC(=N2)NC2C(C1CCC2CC1)C(=O)O)C=1SC=CC1